CC1=CC(=NN1C1=CC=C(C=C1)C1=CC=CN2C1=NS(CC2)(=O)=O)C(F)(F)F 9-{4-[5-methyl-3-(trifluoromethyl)-1H-pyrazol-1-yl]phenyl}-3,4-dihydropyrido[2,1-c][1,2,4]thiadiazine 2,2-dioxide